[Cl-].C1(=CC=CC=C1)C1CCC(CC1)[NH3+] 4-Phenylcyclohexan-1-aminium chloride